C(CCCCC)C(C(=O)OCCCCCCN(CCCCCCOC(C(CCCCCCCC)CCCCCC)=O)CC=1C=NN(C1)CCCCC#N)CCCCCCCC (((1-(4-cyanobutyl)-1H-pyrazol-4-yl)methyl)azanediyl)bis(hexane-6,1-diyl) bis(2-hexyldecanoate)